ClC=1C=C(OC2=C(C=C(C=C2)NC(C(C2=CC=CC=C2)(F)F)=O)S(N)(=O)=O)C=CC1 N-[4-(3-chlorophenoxy)-3-sulfamoylphenyl]-2,2-difluoro-2-phenylacetamide